The molecule is a polynucleotide comprised of 2'-deoxycytidine units connected via 3'->5' phosphodiester linkages. It contains a 2'-deoxycytidine 5'-monophosphate residue, a dCMP 3'-end residue and a dCMP 5'-end residue. C1[C@@H]([C@H](O[C@H]1N2C=CC(=NC2=O)N)COP(=O)(O)O[C@H]3C[C@@H](O[C@@H]3COP(=O)(O)O[C@H]4C[C@@H](O[C@@H]4COP(=O)(O)O)N5C=CC(=NC5=O)N)N6C=CC(=NC6=O)N)O